4-(4-pyridinyl)-N-methyl-L-phenylalanine N1=CC=C(C=C1)C1=CC=C(C[C@H](NC)C(=O)O)C=C1